1,1,3,3-tetra-methyl-1,3-divinyldisiloxane C[Si](O[Si](C=C)(C)C)(C=C)C